(R)-1-(2-Methylpyrrolidin-1-yl)-2-(4-phenyl-3,4-dihydroquinoxalin-1(2H)-yl)ethan-1-one C[C@H]1N(CCC1)C(CN1CCN(C2=CC=CC=C12)C1=CC=CC=C1)=O